FC1=C(C=C2CN(C(C2=C1)=O)C1C(NC(CC1)=O)=O)C1CCN(CC1)CC1=CC=NC=C1 3-(6-fluoro-1-oxo-5-(1-(pyridin-4-ylmethyl)piperidin-4-yl)isoindolin-2-yl)piperidine-2,6-dione